N-((1r,3r)-3-((5-(1-(2,2-difluoroethyl)-2-methyl-1H-imidazo[4,5-b]pyrazin-6-yl)-7H-pyrrolo[2,3-d]pyrimidin-2-yl)amino)-1-methylcyclobutyl)propionamide FC(CN1C(=NC=2C1=NC(=CN2)C2=CNC=1N=C(N=CC12)NC1CC(C1)(C)NC(CC)=O)C)F